8-{[(2R)-2-hydroxy-3-(8-oxa-3-azabicyclo[3.2.1]oct-3-yl)propyl]oxy}-7-methoxy-2,3-dihydroimidazo[1,2-c]quinazolin-5-ylamine O[C@@H](COC=1C=CC=2C=3N(C(=NC2C1OC)N)CCN3)CN3CC1CCC(C3)O1